ClC1=NC=CC2=C1CC(C2)CNC(CC2CN(C(O2)=O)C=2C=CC=1OCC(NC1N2)=O)(C)C 6-[5-[2-[(1-chloro-6,7-dihydro-5H-cyclopenta[c]pyridin-6-yl)methylamino]-2-methylpropyl]-2-oxo-1,3-oxazolidin-3-yl]-4H-pyrido[3,2-b][1,4]oxazin-3-one